(3S)-3-(7-chloro-1,4-dimethyl-1H-benzotriazol-5-yl)-3-[7-(hydroxymethyl)-1-benzothien-5-yl]propionic acid ethyl ester C(C)OC(C[C@@H](C=1C=C(C2=C(C=CS2)C1)CO)C1=C(C2=C(N(N=N2)C)C(=C1)Cl)C)=O